tert-Butyl 5-[2-(phenylmethoxycarbonylamino)ethyl]-1,3-dihydroisoindole-2-carboxylate C1(=CC=CC=C1)COC(=O)NCCC=1C=C2CN(CC2=CC1)C(=O)OC(C)(C)C